3-(3-(3-aminophenyl)prop-2-yn-1-yl)-1,7-dimethyl-8-(methylsulfonyl)-3,7-dihydro-1H-purine-2,6-dione NC=1C=C(C=CC1)C#CCN1C(N(C(C=2N(C(=NC12)S(=O)(=O)C)C)=O)C)=O